[3-(difluoromethoxy)azetidin-1-yl]-[(4S)-7-chloro-6-(2,6-difluorophenyl)-4-methyl-8-(trifluoromethyl)-4H-[1,2,4]triazolo[1,5-a][1,4]benzodiazepin-2-yl]methanone FC(OC1CN(C1)C(=O)C1=NN2C([C@@H](N=C(C3=C2C=CC(=C3Cl)C(F)(F)F)C3=C(C=CC=C3F)F)C)=N1)F